7-methyl-5-(1-methyl-1H-pyrazol-4-yl)-6-(3-azaspiro[5.5]-undec-8-en-9-yl)-7H-pyrrolo[2,3-d]pyrimidin-4-amine CN1C(=C(C2=C1N=CN=C2N)C=2C=NN(C2)C)C2=CCC1(CCNCC1)CC2